tert-butyl N-[3-(6-hydroxy-4-oxo-quinazolin-3-yl)propyl]-N-methyl-carbamate OC=1C=C2C(N(C=NC2=CC1)CCCN(C(OC(C)(C)C)=O)C)=O